BrC=1C=C2C(=NC1)NC=C2C#C[Si](C)(C)C 5-bromo-3-((trimethylsilyl)ethynyl)-1H-pyrrolo[2,3-b]pyridine